The molecule is an N-acylglycine with an acyl group that is but-3-enoyl. It has a role as a metabolite. It derives from a glycine and a but-3-enoic acid. C=CCC(=O)NCC(=O)O